NC=1C(=NC=C(N1)N1CCC2([C@@H](COC2)N)CC1)SC1=C2C(C(N(C2=CC=C1)C)=O)(C)C (S)-4-((3-amino-5-(4-amino-2-oxa-8-azaspiro[4.5]decan-8-yl)pyrazin-2-yl)thio)-1,3,3-trimethylindolin-2-one